3-((1-(5-methyl-3-oxo-2,3-dihydro-1H-pyrazolo[3,4-b]pyridin-6-yl)piperidin-4-yl)oxy)benzonitrile CC=1C=C2C(=NC1N1CCC(CC1)OC=1C=C(C#N)C=CC1)NNC2=O